indol-4-yl tetrahydrofuran-3-carboxylate hydrochloride Cl.O1CC(CC1)C(=O)OC1=C2C=CNC2=CC=C1